ethyl 5-bromo-1-methyl-2-oxo-spiro[indoline-3,4'-tetrahydropyran]-6-carboxylate BrC=1C=C2C(=CC1C(=O)OCC)N(C(C21CCOCC1)=O)C